4-(4-(3-nitrobenzoyl)-3,4-dihydro-2H-pyrido[4,3-b][1,4]oxazin-8-yl)benzonitrile [N+](=O)([O-])C=1C=C(C(=O)N2C3=C(OCC2)C(=CN=C3)C3=CC=C(C#N)C=C3)C=CC1